CC(CC1=NC=CC=C1CN1CCN(CC1)C(=O)OC(C)(C)C)C Tert-Butyl 4-[[2-(2-methylpropyl)pyridin-3-yl]methyl]piperazine-1-carboxylate